F[C@@H](C(=O)O)C1=C(C=CC=C1)C(F)(F)F α-fluoro-2-(trifluoromethyl)-(αR)-benzeneacetic acid